OCCON(CC(=O)O)OCCO N,N-bis(2-hydroxyethoxy)glycine